D-3-(2-naphthyl)alanine C1=C(C=CC2=CC=CC=C12)C[C@@H](N)C(=O)O